The molecule is a primary ammonium ion that is the conjugate acid of 3-amino-5-[(4-hydroxyphenyl)methyl]-4,4-dimethylpyrrolidin-2-one, obtained from the protonation of the primary amino group. Major species at pH 7.3. It is a conjugate acid of a 3-amino-5-[(4-hydroxyphenyl)methyl]-4,4-dimethylpyrrolidin-2-one. CC1(C(NC(=O)C1[NH3+])CC2=CC=C(C=C2)O)C